CS(=O)(=O)C=1C=C(OCCCN)C=CC1 [3-(3-methanesulfonylphenoxy)propyl]amine